COC=1C=CC2=C(N(C(=N2)C=2N=C3N(C=CC(=C3)C#N)C2NC)C)C1 2-(6-Methoxy-1-methyl-1H-1,3-benzodiazol-2-yl)-3-(methylamino)imidazo[1,2-a]pyridine-7-carbonitrile